CNC1=C(C=CC=C1)C1=C(C=CC=C1)[Pd+] [2-[2-(methylamino)phenyl]phenyl]palladium(1+)